COC1=C2C(=C(NC2=CC=C1)C)C=O methoxy-2-methylindole-3-carbaldehyde